4-((1-(4-(Trifluoromethyl)benzyl)-5-(2-(trifluoromethyl)phenyl)-1H-indol-7-amido)methyl)benzoic acid FC(C1=CC=C(CN2C=CC3=CC(=CC(=C23)C(=O)NCC2=CC=C(C(=O)O)C=C2)C2=C(C=CC=C2)C(F)(F)F)C=C1)(F)F